FC1=CC=C(C=C1)C(C)N 1-(4-fluorophenyl)ethylamine